5-amino-2-cyano-N-[2-(2-pyridyl)ethyl]benzenesulfonamide NC=1C=CC(=C(C1)S(=O)(=O)NCCC1=NC=CC=C1)C#N